CN1N=NC2=C1C=C(C=C2)C2=CNC1=NC=CC(=C12)C=1C=NN(C1)C 1-methyl-6-(4-(1-methyl-1H-pyrazol-4-yl)-1H-pyrrolo[2,3-b]pyridin-3-yl)-1H-benzo[d][1,2,3]triazole